C1(CCCCC1)C(NC(=O)[C@H]1N(C[C@@H](C1)O)C([C@H](C(C)(C)C)N1N=NC(=C1)C1CC1)=O)C=1C=NC=CC1 (2S,4R)-N-[cyclohexyl(3-pyridyl)methyl]-1-[(2S)-2-(4-cyclopropyltriazol-1-yl)-3,3-dimethyl-butanoyl]-4-hydroxy-pyrrolidine-2-carboxamide